5-methyl-4-(pyrrolo[1,2-a]pyrazin-3-yl)pyridin-2-amine hydrochloride Cl.CC=1C(=CC(=NC1)N)C=1N=CC=2N(C1)C=CC2